4-(4-phenyl-1H-1,2,3-triazol-1-yl)naphthalene C1(=CC=CC=C1)C=1N=NN(C1)C1=CC=CC2=CC=CC=C12